tert-butyl 1-((methylthio)methyl)-3-triphenylmethyl-3,8-diazabicyclo[3.2.1]octan-8-carboxylate CSCC12CN(CC(CC1)N2C(=O)OC(C)(C)C)C(C2=CC=CC=C2)(C2=CC=CC=C2)C2=CC=CC=C2